C(C)C1=CC=CC2=C(C3=CC=CC=C3C(=C12)OC)OC ethyl-9,10-dimethoxyanthracene